((S)-2-cyclopropyl-2-(3-hydroxyphenyl)ethyl)(methyl)phosphinic acid ethyl ester C(C)OP(=O)(C)C[C@H](C1=CC(=CC=C1)O)C1CC1